tert-Butyl 4-[(3,4-diaminophenyl)methyl]piperazine-1-carboxylate NC=1C=C(C=CC1N)CN1CCN(CC1)C(=O)OC(C)(C)C